6-(4-chlorophenyl)-2-(5-fluoropyridin-3-yl)-N-[(1S,2R)-2-hydroxycyclopentyl]-3-oxo-2,3-dihydropyridazine-4-carboxamide ClC1=CC=C(C=C1)C=1C=C(C(N(N1)C=1C=NC=C(C1)F)=O)C(=O)N[C@@H]1[C@@H](CCC1)O